bis(trifluoromethyl)phenyl-methanol methyl-2-methyl-5-oxo-1,4,5,7-tetrahydrofurano[3,4-b]pyridine-3-carboxylate CN1C2=C(CC(=C1C)C(=O)OC(C1=CC=CC=C1)(C(F)(F)F)C(F)(F)F)C(OC2)=O